ClC1=C(C(=C(C=C1OC)OC)Cl)C1=NC(=C2C=C(N=CC2=C1)N[C@H]1[C@H](COC1)NC(C=C)=O)NCCN(C)C N-((3R,4S)-4-((7-(2,6-dichloro-3,5-dimethoxyphenyl)-5-((2-(dimethylamino)ethyl)amino)-2,6-naphthyridin-3-yl)amino)tetrahydrofuran-3-yl)acrylamide